OC1C(NC1)C 3-hydroxy-2-methylazetidin